FC=1C=C2C(=NC1)NC(=C2C2=NC(=CC(=N2)NC2C(C1CCC2CC1)C(=O)O)C1=CC=CC=C1)C1=CC=CC=C1 (+/-)-trans-3-((2-(5-fluoro-2-phenyl-1H-pyrrolo[2,3-b]pyridin-3-yl)-6-phenylpyrimidin-4-yl)amino)bicyclo[2.2.2]octane-2-carboxylic acid